C(C)C1=C(C(=O)O)C=CC(=C1)NC=1C=2N(C=CN1)C(=CN2)I 2-ethyl-4-[(3-iodoimidazo[1,2-a]pyrazin-8-yl)amino]benzoic acid